FC1=C(C=C(C(=C1)F)F)C(C(=O)O)CC 2,4,5-trifluorophenylbutyric acid